nonanediol acrylate C(C=C)(=O)OC(CCCCCCCC)O